NC1=NC2=C(C=3N1N=C(N3)C=3OC=CC3)C=NN2C(C(=O)N[C@H]2CNCCC2)(C)C2=CC=CC=C2 2-(5-amino-2-(furan-2-yl)-7H-pyrazolo[4,3-e][1,2,4]triazolo[1,5-c]pyrimidin-7-yl)-2-phenyl-N-((R)-piperidin-3-yl)propanamide